p-(hydroxy)benzoic acid OC1=CC=C(C(=O)O)C=C1